3-(3-Fluorophenyl)-2-[[4-(trifluoromethyl)benzoyl]amino]propanoic acid FC=1C=C(C=CC1)CC(C(=O)O)NC(C1=CC=C(C=C1)C(F)(F)F)=O